CC1=C(C=CC(=C1)B1OC(C(O1)(C)C)(C)C)N1CCOC2=C(C1=O)N(N=C2)C2OCCCC2 7-(2-methyl-4-(4,4,5,5-tetramethyl-1,3,2-dioxaborolan-2-yl)phenyl)-1-(tetrahydro-2H-pyran-2-yl)-6,7-dihydro-1H-pyrazolo[3,4-f][1,4]oxazepin-8(5H)-one